Trans-4-(4-amino-3-iodo-1H-pyrazolo[3,4-d]pyrimidin-1-yl)cyclopent-2-en-1-ol NC1=C2C(=NC=N1)N(N=C2I)[C@@H]2C=C[C@H](C2)O